(R)-N-(2-((2-(dimethylamino)-ethyl)(methyl)-amino)-5-((6-(3-(3-(3-hydroxy-3-methylbut-1-yn-1-yl)phenyl)isoxazolidin-2-yl)pyrimidin-4-yl)amino)-4-methoxyphenyl)acrylamide CN(CCN(C1=C(C=C(C(=C1)OC)NC1=NC=NC(=C1)N1OCC[C@@H]1C1=CC(=CC=C1)C#CC(C)(C)O)NC(C=C)=O)C)C